2,4-di-t-butylphenyl-3,5-di-t-butyl-4-hydroxybenzoate C(C)(C)(C)C1=C(C=CC(=C1)C(C)(C)C)OC(C1=CC(=C(C(=C1)C(C)(C)C)O)C(C)(C)C)=O